N=1C=NN2C1C=C(C=C2)OC2=CC(=C(C=C2C)NC2=NC=NC1=CC(=C(C=C21)NC(/C(=C/[C@@H]2N(CCC2)C)/F)=O)OC)OC([2H])([2H])[2H] (R,Z)-N-(4-((4-([1,2,4]triazolo[1,5-a]pyridin-7-yloxy)-2-(methoxy-d3)-5-methylphenyl)amino)-7-methoxyquinazolin-6-yl)-2-fluoro-3-(1-methylpyrrolidin-2-yl)acrylamide